2-(3-fluorophenoxy)ethylamine FC=1C=C(OCCN)C=CC1